6-chloro-3-cyclopentyl-N-(2-pyridylmethyl)-[1,2,4]triazolo[4,3-b]pyridazin-8-amine ClC=1C=C(C=2N(N1)C(=NN2)C2CCCC2)NCC2=NC=CC=C2